3-(7-methoxy-1-oxo-4-phenylisoindolin-2-yl)piperidine-2,6-dione COC=1C=CC(=C2CN(C(C12)=O)C1C(NC(CC1)=O)=O)C1=CC=CC=C1